ON1[C@@H](CCCC1)C(=O)O (2s,5s)-hydroxypipecolic acid